methyl-biadamantane CC1C2(CC3CC(CC1C3)C2)C23CC1CC(CC(C2)C1)C3